C(C)[C@H]1[C@H](NC(C1)=O)COC=1C=NN2C1C1=CC=CC=C1C=C2C(=O)N (((2S,3R)-3-ethyl-5-oxopyrrolidin-2-yl)methoxy)pyrazolo[5,1-a]isoquinoline-5-carboxamide